1-[4-(cyclopropoxy)-2,3-difluoro-phenyl]-2,5-dimethyl-pyrrole C1(CC1)OC1=C(C(=C(C=C1)N1C(=CC=C1C)C)F)F